ethyl[3-[2-chloro-4-fluoro-5-(1-methyl-6-trifluoromethyl-2,4-di-oxo-1,2,3,4-tetrahydropyrimidin-3-yl) phenoxy]-2-pyridyloxy]acetate C(C)OC(COC1=NC=CC=C1OC1=C(C=C(C(=C1)N1C(N(C(=CC1=O)C(F)(F)F)C)=O)F)Cl)=O